NC1=C2C=CC=NC2=C(C=C1)C(=O)O 5-amino-8-carboxyquinoline